1-N-nonacosyl-2-pyrrolidone C(CCCCCCCCCCCCCCCCCCCCCCCCCCCC)N1C(CCC1)=O